COC(=O)C=1C=C(C=CC1NC(CN1N=CN=C1)=O)C1=C(C=C(C=C1)C)Cl 4-(2-(1H-1,2,4-triazol-1-yl)acetamido)-2'-chloro-4'-methyl-[1,1'-biphenyl]-3-carboxylic acid methyl ester